3,5-di((E)-benzylidene)-1-cyclopropylpiperidin-4-one C(/C1=CC=CC=C1)=C\1/CN(C\C(\C1=O)=C/C1=CC=CC=C1)C1CC1